C[C@@H]1N(CCN(C1)C)C(=O)OC=1C=C2C(=NC=NC2=CC1Br)C=1C(=NN(C1)C)C1=CC=CC=C1 7-bromo-4-(1-methyl-3-phenyl-1H-pyrazol-4-yl)quinazolin-6-yl (S)-2,4-dimethylpiperazine-1-carboxylate